OC1(CCN(CC1)C=1C=CC(=NC1C)C(=O)NC)CC1=CC=2NC(N(C(C2S1)=O)C)=O 5-(4-hydroxy-4-((3-methyl-2,4-dioxo-1,2,3,4-tetrahydrothieno[3,2-d]pyrimidin-6-yl)methyl)piperidin-1-yl)-N,6-dimethylpicolinamide